CC(CCCCCCCCC(=O)OCCCCCCCN(CCCCCCCOC(=O)C(CCCCCCCC)CCCCCCCC)CCO)C 7-{(2-hydroxyethyl)[7-(1-octylnonyl carbonyloxy)heptyl]amino}heptyl 10-methylundecanoate